ClC1=CC(=CC(=N1)N1C(C2=CC=CC(=C2C1)C(F)(F)F)=O)C(C)SC1=NN=CN1C 2-[6-chloro-4-[1-[(4-methyl-1,2,4-triazol-3-yl)sulfanyl]-ethyl]-2-pyridyl]-4-(trifluoromethyl)isoindolin-1-one